[Na].[Al].[Mn].[Ni] nickel-manganese-aluminum sodium